4-((benzyloxy)methyl)-N-(5-(5,6-diaminopyridin-2-yl)-2-fluorophenyl)benzamide C(C1=CC=CC=C1)OCC1=CC=C(C(=O)NC2=C(C=CC(=C2)C2=NC(=C(C=C2)N)N)F)C=C1